Tert-butyl N-[4-(hydroxymethyl)-1-bicyclo[2.2.2]octanyl]carbamate OCC12CCC(CC1)(CC2)NC(OC(C)(C)C)=O